5-((6-fluoro-5-(4-fluoro-3-(4-(1-phenylvinyl)-1H-imidazol-2-yl)phenoxy)-1H-indol-4-yl)methylene)thiazolidine-2,4-dione FC1=C(C(=C2C=CNC2=C1)C=C1C(NC(S1)=O)=O)OC1=CC(=C(C=C1)F)C=1NC=C(N1)C(=C)C1=CC=CC=C1